magnesium prop-1-enyl bromide C(=CC)Br.[Mg]